CC(CCCOC(C)=O)CC 4-Methylhexylacetat